((3aS,4R,6aR)-4-(4-((4-Methoxybenzyl)amino)-7H-pyrrolo[2,3-d]pyrimidin-7-yl)-2,2,5-trimethyl-3a,6a-dihydro-4H-cyclopenta[d][1,3]dioxol-6-yl)methyl 4-methylbenzenesulfonate CC1=CC=C(C=C1)S(=O)(=O)OCC1=C([C@H]([C@H]2[C@@H]1OC(O2)(C)C)N2C=CC1=C2N=CN=C1NCC1=CC=C(C=C1)OC)C